HEPTYLACETAT C(CCCCCC)OC(C)=O